OC(C)(C)C1=C(C=C(C=C1)C(F)(F)F)NC1=NC=NC2=CC(=C(C=C12)NC(C=C)=O)OC N-(4-((2-(2-hydroxypropan-2-yl)-5-(trifluoromethyl)Phenyl)amino)-7-methoxyquinazolin-6-yl)acrylamide